FC1=C(C(=O)C2=CC=3C(=CN=C(C3)NC3=NN(C=C3NC(C=C)=O)C)O2)C(=C(C=C1OC)OC)F N-(3-((2-(2,6-difluoro-3,5-dimethoxybenzoyl)furo[2,3-c]pyridin-5-yl)amino)-1-methyl-1H-pyrazol-4-yl)acrylamide